1-(1-(azetidin-3-yl)piperidin-4-yl)-3-(4-phenoxyphenyl)-1H-pyrazolo[3,4-d]pyrimidin-4-amine N1CC(C1)N1CCC(CC1)N1N=C(C=2C1=NC=NC2N)C2=CC=C(C=C2)OC2=CC=CC=C2